F[C@@H]1C[C@H](N(C1)C)[C@H](C)O (S)-1-((2S,4R)-4-fluoro-1-methylpyrrolidin-2-yl)ethan-1-ol